OC1CCCC1 (1R,2S,3R)-3-hydroxycyclopentane